(R)-5-((7-((3-aminobenzyl)(tert-butoxycarbonyl)amino)-3-isopropylpyrazolo[1,5-a]pyrimidin-5-yl)oxy)-2,2-dimethylpiperidine-1-carboxylic acid tert-butyl ester C(C)(C)(C)OC(=O)N1C(CC[C@H](C1)OC1=NC=2N(C(=C1)N(C(=O)OC(C)(C)C)CC1=CC(=CC=C1)N)N=CC2C(C)C)(C)C